ClC1=NC(=CC(=C1)C=1C(=NN2C1N=C(C=C2)C(=O)NC2(CCNCC2)C#N)C2=CC(=CC=C2)C#N)C 3-(2-chloro-6-methyl-4-pyridyl)-2-(3-cyanophenyl)-N-(4-cyano-4-piperidyl)pyrazolo[1,5-a]pyrimidine-5-carboxamide